[Cl-].C(CCC)[N+]1=C(C=CC=C1)CC 1-Butyl-2-ethylpyridinium chlorid